[2H]C(C([2H])([2H])[2H])(O)[2H] 1,1,2,2,2-pentadeuterioethanol